C1(=CC=CC=C1)N1CCN(CC1)C(=O)NC=1SC=CC1C(=O)O 2-(4-Phenylpiperazine-1-carboxamido)thiophene-3-carboxylic acid